((4-(5-(pyridin-4-yl)-1,2,4-oxadiazol-3-yl)naphthalen-1-yl)methyl)azetidine-3-carboxylic acid N1=CC=C(C=C1)C1=NC(=NO1)C1=CC=C(C2=CC=CC=C12)CN1CC(C1)C(=O)O